FC(C(C(=O)N1CC2(OC3=C(C1C2)C=CC=C3)C)(C)C)F 3,3-difluoro-2,2-dimethyl-1-(2-methyl-2,3-dihydro-2,5-methanobenzo[f][1,4]oxazepin-4(5H)-yl)propan-1-one